(2R,3S,4S,5R)-3-(2-cyclobutoxy-3,4-difluorophenyl)-4,5-dimethyl-5-(trifluoromethyl)tetrahydrofuran C1(CCC1)OC1=C(C=CC(=C1F)F)[C@H]1CO[C@]([C@H]1C)(C(F)(F)F)C